C1=CC=CC=2C3=CC=CC=C3C(C12)COC(=O)N[C@@H](CC(N)=O)C(=O)OC(C)(C)C N-(9-fluorenylmethoxycarbonyl)-O-tert-butyl-L-asparagine